4-{[(6-chloropyridin-3-yl)methyl](3,4-difluorobenzyl)amino}furan-2(5H)-one ClC1=CC=C(C=N1)CN(C1=CC(OC1)=O)CC1=CC(=C(C=C1)F)F